5-(2-chloro-3-((3R,9aS)-3-(3-chloro-4-fluorophenyl)octahydropyrazino[2,1-c][1,4]oxazine-8-carbonyl)phenyl)pyridazin-4(1H)-one ClC1=C(C=CC=C1C(=O)N1C[C@H]2CO[C@@H](CN2CC1)C1=CC(=C(C=C1)F)Cl)C=1C(C=NNC1)=O